1-ethyl-3-methylimidazole Bromide [Br-].C(C)N1CN(C=C1)C